[Cl-].FC=1C=C(C=C(C1)F)[S+](C1=CC=CC=C1)C1=CC=CC=C1 3,5-difluorophenyldiphenylsulfonium chloride